tert-butyl 3-((6-nitropyridin-3-yl)oxy)azetidine-1-carboxylate [N+](=O)([O-])C1=CC=C(C=N1)OC1CN(C1)C(=O)OC(C)(C)C